2-(1-methyl-1H-pyrazol-4-yl)-4-[(1S,4R)-5-pyridin-3-yl-2,5-diazabicyclo[2.2.1]hept-2-yl]pyrimidine-5-carbonitrile CN1N=CC(=C1)C1=NC=C(C(=N1)N1[C@@H]2CN([C@@H](C1)C2)C=2C=NC=CC2)C#N